4-(2-amino-5-bromo-3-fluoro-6-methylphenyl)-2-methylbut-3-yn-2-ol NC1=C(C(=C(C=C1F)Br)C)C#CC(C)(O)C